CC=1C=C(N=NC1)N 5-methyl-pyridazin-3-amine